C1=CC=CC=2C3=CC=CC=C3C(C12)COC(=O)N[C@H](C(=O)O)CC1=CC(=CC=C1)COC(C)(C)C (S)-2-((((9H-fluoren-9-yl)methoxy)carbonyl)amino)-3-(3-(tert-butoxymethyl)phenyl)propanoic acid